3-[(1R)-1-[2-(2-Acetamido-1,3-benzothiazol-6-yl)-3,6-dimethyl-4-oxo-chromen-8-yl]ethoxy]-6-chloro-pyridine-2-carboxamide C(C)(=O)NC=1SC2=C(N1)C=CC(=C2)C=2OC1=C(C=C(C=C1C(C2C)=O)C)[C@@H](C)OC=2C(=NC(=CC2)Cl)C(=O)N